C(C)OC(CCCCC)=O.[Rh+3] rhodium(III) ethylhexanoate